5-(6-methoxypyrimidin-4-yl)phenol COC1=CC(=NC=N1)C=1C=CC=C(C1)O